5-((1-methyl-1H-pyrazol-4-yl)ethynyl)pyridine-2,4-diamine CN1N=CC(=C1)C#CC=1C(=CC(=NC1)N)N